3-(5-(5-(4-((3-benzyl-9-methyl-4H,6H-thieno[2,3-e][1,2,4]triazolo[3,4-c][1,4]oxazepin-2-yl)ethynyl)-1H-pyrazol-1-yl)pent-1-yn-1-yl)-1-oxoisoindolin-2-yl)piperidine-2,6-dione C(C1=CC=CC=C1)C1=C(SC=2N3C(COCC21)=NN=C3C)C#CC=3C=NN(C3)CCCC#CC=3C=C2CN(C(C2=CC3)=O)C3C(NC(CC3)=O)=O